COC1=CC=C(C=C1)N para-methoxyphenylamine